amino(thio)urea NSNC(=O)N